FC=1C=C(C(=NC1)OC)[C@@]12N(CC[C@H]2C1)C1=NC=2N(C=C1)N=CC2NC(=O)N2C[C@H](CC2)O (S)-N-(5-((1R,5S)-1-(5-fluoro-2-methoxypyridin-3-yl)-2-azabicyclo[3.1.0]hexan-2-yl)pyrazolo[1,5-a]pyrimidin-3-yl)-3-hydroxypyrrolidine-1-carboxamide